1-((2-(isopropylamino)pyridin-4-yl)methyl)-5,5-dimethyl-3-(4-(spiro[2.2]pentan-1-yl)phenyl)imidazolidine-2,4-dione C(C)(C)NC1=NC=CC(=C1)CN1C(N(C(C1(C)C)=O)C1=CC=C(C=C1)C1CC12CC2)=O